CC1CC(CC(C1OCC1CO1)C)CC1CC(C(C(C1)C)OCC1CO1)C bis[3,5-dimethyl-4-(2,3-epoxypropoxy)cyclohexyl]methane